Myristoyl Aspartate N[C@@H](CC(=O)[O-])C(=O)OC(CCCCCCCCCCCCC)=O